C(C)(C)(C)N1CCN(CC1)C1=CC(=CC(N1C)=O)C=1C(=C(C=C(C1)F)C1=CC(=C(C=C1)N1C(N(C=C1)C)=O)Cl)O 6-(4-(tert-butyl)piperazin-1-yl)-4-(3'-chloro-5-fluoro-2-hydroxy-4'-(3-methyl-2-oxo-2,3-dihydro-1H-imidazol-1-yl)-[1,1'-biphenyl]-3-yl)-1-methylpyridin-2(1H)-one